C1(NCC2=CC(=CC=C12)B(O)O)=O ISOINDOLIN-1-ONE-5-BORONIC ACID